FC1=CC2=C(CCNCC2)C=C1 7-fluoro-1,2,4,5-tetrahydro-3H-benzo[d]azepine